(S)-5-Chloro-4-(6-((2,2-difluorocyclopropyl)methoxy)pyridine-3-yl)-2-fluoroaniline ClC=1C(=CC(=C(N)C1)F)C=1C=NC(=CC1)OC[C@H]1C(C1)(F)F